C(C)(C)(C)OC(=O)N(CCC(=O)O)C 3-((tert-butoxycarbonyl)(methyl)amino)propanoic acid